7-methyl-4-(((S)-3-methylpiperidin-1-yl)methyl)-6,7-dihydro-5H-cyclopenta[b]pyridine-2-carboxamide CC1CCC=2C1=NC(=CC2CN2C[C@H](CCC2)C)C(=O)N